indium-tantalum oxide [O-2].[Ta+5].[In+3].[O-2].[O-2].[O-2]